tert-Butyl 3-(4-((5-ethynyl-2-fluoropyridin-3-yl)amino)quinazolin-6-yl)pyrrolidine-1-carboxylate C(#C)C=1C=C(C(=NC1)F)NC1=NC=NC2=CC=C(C=C12)C1CN(CC1)C(=O)OC(C)(C)C